CSC1=NC(=CC(=N1)OCCOCCOCCNC(OC(C)(C)C)=O)C(F)(F)F tert-butyl (2-(2-(2-((2-(methylthio)-6-(trifluoromethyl)pyrimidin-4-yl)oxy)ethoxy)ethoxy)ethyl)carbamate